CC1(OB(OC1(C)C)C=1C=N[IH]C1)C 4-(4,4,5,5-tetramethyl-1,3,2-dioxaborolan-2-yl)-1H-iodazole